4-hydroxynicotinic acid ethyl ester C(C)OC(C1=CN=CC=C1O)=O